FC1=C(C=CC(=C1)F)C1=NC(=NC2=C1N=C(N(C2=O)C)C)N2CC(O[C@H](C2)C=2C=NN(C2)C)(C)C (S)-8-(2,4-difluorophenyl)-6-(2,2-dimethyl-6-(1-methyl-1H-pyrazol-4-yl)morpholino)-2,3-dimethylpyrimido[5,4-d]pyrimidin-4(3H)-one